COC(CCCCCC=C[SiH3])(OC)OC trimethoxyoctene-1-yl-silane